methyl 9-chloro-3-((dimethylamino) methyl)-6-methyl-3,4-dihydro-2H-benzo[b][1,4]dioxaepine-7-carboxylate ClC1=CC(=C(C2=C1OCC(CO2)CN(C)C)C)C(=O)OC